trans-N-[3-(3,5-dimethylpiperidin-1-yl)-4-(7-methyl-6,8-dihydro-5H-imidazo[1,5-a]pyrazin-3-yl)phenyl]cyclopropanecarboxamide C[C@@H]1CN(C[C@H](C1)C)C=1C=C(C=CC1C1=NC=C2N1CCN(C2)C)NC(=O)C2CC2